N-(5-chloro-6-(2H-1,2,3-triazol-2-yl)pyridin-3-yl)-2-fluoro-2'-methoxy-5-methyl-[1,1'-biphenyl]-4-carboxamide ClC=1C=C(C=NC1N1N=CC=N1)NC(=O)C1=CC(=C(C=C1C)C1=C(C=CC=C1)OC)F